FC(S(=O)(=O)[O-])(F)F.FC(F)(F)[SH2+] trifluoromethylsulfonium trifluoromethanesulfonate